N1N=CC2=CC(=CC=C12)C1(NC(=NC=C1C)NC1=CC=C(C=C1)N1CCN(CC1)C)N 4-(1H-indazol-5-yl)-5-methyl-N2-(4-(4-methylpiperazin-1-yl)phenyl)pyrimidine-2,4-diamine